2-((2-Allyl-4-fluorophenyl)amino)-6-(trifluoromethyl)nicotinic acid C(C=C)C1=C(C=CC(=C1)F)NC1=C(C(=O)O)C=CC(=N1)C(F)(F)F